1,3-bis[4-methyl-2,6-di(propan-2-yl)phenyl]-2,3-dihydro-1H-imidazole CC1=CC(=C(C(=C1)C(C)C)N1CN(C=C1)C1=C(C=C(C=C1C(C)C)C)C(C)C)C(C)C